C(C)O[Si](COCC1(COC1)CC)(OCC)OCC triethoxy-[(3-ethyloxetan-3-yl)methoxymethyl]silane